(E)-3-(4-(((1-(6-(4-cyano-3-fluorophenyl)-5-(3-hydroxy-4-methoxyphenyl)-4-methoxypyridin-2-yl)piperidin-4-yl)amino)methyl)phenyl)-N-hydroxyacrylamide formate C(=O)O.C(#N)C1=C(C=C(C=C1)C1=C(C(=CC(=N1)N1CCC(CC1)NCC1=CC=C(C=C1)/C=C/C(=O)NO)OC)C1=CC(=C(C=C1)OC)O)F